4-bromo-5-(3-fluorophenyl)-1-methyl-1H-pyrazole BrC=1C=NN(C1C1=CC(=CC=C1)F)C